N1=C(C=CC2=CC=CC=C12)C1=C(C=CC=C1)[Ir](C1=C(C=CC=C1)C1=NC2=CC=CC=C2C=C1)C1=C(C=CC=C1)C1=NC2=CC=CC=C2C=C1 tris[2-(2-quinolinyl)phenyl]iridium